NC1=NC=C(C=C1C=1C=C2CCNC(C2=CC1)=O)C1=C(C(=C(C=C1)N1C[C@H](OCC1)C(C)C)F)F (R)-6-(2-amino-5-(2,3-difluoro-4-(2-isopropylmorpholino)phenyl)pyridin-3-yl)-3,4-dihydroisoquinolin-1(2H)-one